ClC1=C(C=CC(=C1)Cl)C=1CCCC2=C(C1C1=CC=C(C=C1)O[C@@H]1CN(CC1)CCCF)C=CC(=C2)C=2SC=NN2 (S)-2-(8-(2,4-dichlorophenyl)-9-(4-((1-(3-fluoropropyl)pyrrolidin-3-yl)oxy)phenyl)-6,7-dihydro-5H-benzo[7]annulen-3-yl)-1,3,4-thiadiazole